C(#N)C1=CC=C(C=N1)CNC(=O)C=1C(=C2C=CC(=NC2=CN1)CO)O N-((6-cyanopyridin-3-yl)methyl)-5-hydroxy-2-(hydroxymethyl)-1,7-naphthyridine-6-carboxamide